(2R,3R,4R,5R)-5-[6-(benzoylamino)-9H-purin-9-yl]-4-fluoro-2-(hydroxymethyl)tetrahydrofuran-3-yl Hydrogen Phosphonate P(O[C@@H]1[C@H](O[C@H]([C@@H]1F)N1C2=NC=NC(=C2N=C1)NC(C1=CC=CC=C1)=O)CO)(O)=O